1-(4-phenylcyclohexanecarbonyloxy)ethyl 5-(tetradecyloxy)furan-2-carboxylate C(CCCCCCCCCCCCC)OC1=CC=C(O1)C(=O)OC(C)OC(=O)C1CCC(CC1)C1=CC=CC=C1